tert-butyl (2-(4-methoxy-7-methyl-1H-indol-3-yl)ethyl)carbamate COC1=C2C(=CNC2=C(C=C1)C)CCNC(OC(C)(C)C)=O